pentafluorophenyl-triethylsilane FC(C(F)(F)F)([Si](CC)(CC)C1=CC=CC=C1)F